N[C@@H]1CN(CC[C@H]1F)C1=NC2=C(N1CC1=NC=C(C=C1)F)C=CC(=C2)C#N 2-((3R,4R)-3-amino-4-fluoropiperidin-1-yl)-1-((5-fluoropyridin-2-yl)methyl)-1H-benzo[d]imidazole-5-carbonitrile